ClC1=CC=C(OCC(=O)NC2CCN(CC2)C(C(=O)O)CCOC2=CC(=C(C=C2)Cl)Cl)C=C1 2-(4-(2-(4-chlorophenoxy)acetamido)piperidin-1-yl)-4-(3,4-dichlorophenoxy)butanoic acid